Methyl 4-((R)-1-((R)-morpholine-3-carboxamido)ethyl)benzoate hydrochloride Cl.N1[C@H](COCC1)C(=O)N[C@H](C)C1=CC=C(C(=O)OC)C=C1